ClC1=CC(=C(C=C1)NC(=O)C=1OC(=CC1)C1=C(N=CN1C1CCCC1)C1=CC=C(C=C1)F)C N-(4-chloro-2-methylphenyl)-5-(1-cyclopentyl-4-(4-fluorophenyl)-1H-imidazol-5-yl)furan-2-carboxamide